O[C@@]1(C(N(CC1)C)=O)C1=CC(=NO1)C1=CC(=CC=C1)I (R)-3-hydroxy-3-(3-(3-iodophenyl)isoxazol-5-yl)-1-methylpyrrolidin-2-one